CC1=C(C=2N(C=C1C1=C(C=3C(=CN=C(C3F)C3CCC(CC3)NC[C@H](C(C)(O)C)F)N1)C(C)C)N=CN2)C (R)-4-((4-(2-(7,8-dimethyl-[1,2,4]triazolo[1,5-a]pyridin-6-yl)-4-fluoro-3-isopropyl-1H-pyrrolo[2,3-c]pyridin-5-yl)cyclohexyl)amino)-3-fluoro-2-methylbutan-2-ol